aluminum(III) nitrate salt [N+](=O)([O-])[O-].[Al+3].[N+](=O)([O-])[O-].[N+](=O)([O-])[O-]